[F-].C(CCCCCCC)[NH+]1C(CCCC1)CCCC 1-Octyl-2-butylpiperidinium fluorid